tert-butyl (2-((2-amino-8-carbamoyl-N-propyl-3H-benzo[b]azepine-4-carboxamido)oxy)ethyl)carbamate NC=1CC(=CC2=C(N1)C=C(C=C2)C(N)=O)C(=O)N(CCC)OCCNC(OC(C)(C)C)=O